C(C)(C)N1N=CC=C1CO (1-isopropyl-1H-pyrazol-5-yl)methanol